C[C@H]1[C@@H]([C@H]([C@H]([C@@H](O1)O[C@@H]2[C@H]([C@@H]([C@H](O[C@H]2O[C@H]3CO[C@H]([C@@H]([C@H]3O)O[C@H]4[C@@H]([C@H]([C@@H]([C@H](O4)COC(=O)C)O)O)O)O[C@H]5CC[C@@]6([C@H]7CC[C@@]89[C@@H]1CC(CC[C@]1(CO8)[C@@H](C[C@]9([C@@]7(CC[C@H]6C5(C)C)C)C)O)(C)C)C)CO)O)O)O)O)O The molecule is a triterpenoid saponin that is (3beta,16alpha)-13,28-epoxyoleanane-3,16-diol attached to a tetrasaccharide residue at position 3 via a glycosidic linkage. It has been isolated from the aerial parts of Lysimachia clethroides. It has a role as a plant metabolite. It is a cyclic ether, a secondary alcohol, a hexacyclic triterpenoid, a tetrasaccharide derivative, a triterpenoid saponin and an acetate ester. It derives from a hydride of an oleanane.